1-(4-(6-((4-(6-Chloroimidazo[1,2-a]pyridin-3-yl)pyrimidin-2-yl)amino)pyridin-3-yl)piperazin-1-yl)ethan-1-one ClC=1C=CC=2N(C1)C(=CN2)C2=NC(=NC=C2)NC2=CC=C(C=N2)N2CCN(CC2)C(C)=O